2-(7-(3-benzylphenyl)-4-hydroxy-1-methyl-2-oxo-1,2-dihydro-1,8-naphthyridine-3-carboxamido)acetic acid C(C1=CC=CC=C1)C=1C=C(C=CC1)C1=CC=C2C(=C(C(N(C2=N1)C)=O)C(=O)NCC(=O)O)O